1-((R)-3-(4-(((R)-1-(3-(difluoromethyl)-2-fluorophenyl)ethyl)amino)quinolin-6-yl-2-d)-3-methoxypyrrolidin-1-yl)-2-methylpropan-1-one FC(C=1C(=C(C=CC1)[C@@H](C)NC1=CC(=NC2=CC=C(C=C12)[C@]1(CN(CC1)C(C(C)C)=O)OC)[2H])F)F